C(C)(=O)C1=C(C=C(C=C1F)F)NC(C1=C(C=CC(=C1)C#N)SC)=O N-(2-acetyl-3,5-difluoro-phenyl)-5-cyano-2-methylsulfanyl-benzamide